BrC=1C=C(N(N1)C1=NC=CC=C1Cl)C=1OC2=C(C(N1)=O)C=C1C(=C2C)OC(=N1)C 6-[5-bromo-2-(3-chloro-2-pyridyl)pyrazol-3-yl]-2,4-dimethyl-oxazolo[4,5-g][1,3]benzoxazin-8-one